2-(3-fluoropiperidin-1-yl)benzo[d]oxazol-6-amine FC1CN(CCC1)C=1OC2=C(N1)C=CC(=C2)N